OCC1=CC=C(C2=C1OCCO2)N2CC(NCC2)CO 8-(hydroxymethyl)-5-(3-(hydroxymethyl)piperazin-1-yl)-2,3-dihydro-1,4-benzodioxine